C[C@H]1N(CC1N1[C@@H](CNCC1)C)C(=O)OC(C)(C)C Tert-butyl (2R)-2-methyl-3-((R)-2-methylpiperazin-1-yl)azetidine-1-carboxylate